7-((ethoxycarbonyl)amino)benzofuran-2-carboxylic acid C(C)OC(=O)NC1=CC=CC=2C=C(OC21)C(=O)O